ethyl 2-((6-(3-(2,2-dimethyl-1,3-dioxolan-4-yl)phenyl)-2,2,6-trimethyl-7-(2-methylhydrazineyl)-7-oxoheptyl)sulfonyl)acetate CC1(OCC(O1)C=1C=C(C=CC1)C(CCCC(CS(=O)(=O)CC(=O)OCC)(C)C)(C(=O)NNC)C)C